ClC1=CC(=C(COC2=NC=CC(=N2)C2=CC(=C(CC3=NC4=C(N3CC3(CC3)CC#N)C=C(C=C4)C(=O)OC)C=C2F)F)C=C1)OC methyl 2-(4-(2-((4-chloro-2-methoxybenzyl) oxy) pyrimidin-4-yl)-2,5-difluorobenzyl)-1-((1-(cyanomethyl) cyclopropyl) methyl)-1H-benzo[d]imidazole-6-carboxylate